Methyl 3-(5-(4-chlorophenyl)-1-(2,4-dichlorophenyl)-4-methyl-1H-pyrazole-3-carboxamido)-4-fluorobenzoate ClC1=CC=C(C=C1)C1=C(C(=NN1C1=C(C=C(C=C1)Cl)Cl)C(=O)NC=1C=C(C(=O)OC)C=CC1F)C